4-Chloro-6-((3-fluorophenyl)amino)-N-methyl-N-phenylpyridineamide ClC1=CC(=NC(=C1)NC1=CC(=CC=C1)F)C(=O)N(C1=CC=CC=C1)C